3-fluoro-8-morpholinoimidazo[1,2-a]pyridin FC1=CN=C2N1C=CC=C2N2CCOCC2